N-methoxy-3-[[5-[5-(trifluoromethyl)-1,2,4-oxadiazol-3-yl]-2-thienyl]methyl]imidazole-4-carboxamide CONC(=O)C=1N(C=NC1)CC=1SC(=CC1)C1=NOC(=N1)C(F)(F)F